The molecule is a dicarboxylic acid dianion resulting from the deprotonation of both of the carboxy groups of N-(4-carboxy-4-oxobutanoyl)-L-ethylglycylglycine. The major species at pH 7.3. It is a conjugate base of a N-(4-carboxy-4-oxobutanoyl)-L-ethylglycylglycine. CC[C@@H](C(=O)NCC(=O)[O-])NC(=O)CCC(=O)C(=O)[O-]